2,3,5,6-tetrakis(trifluoromethyl)terephthalic acid FC(C1=C(C(=O)O)C(=C(C(=C1C(F)(F)F)C(=O)O)C(F)(F)F)C(F)(F)F)(F)F